[O-]CC.[Zr+4].N[C@]1(CN(CC1)C1=C(C(=C(C=C1)F)CN1CCOCC1)CN1C2=NC=NC(=C2N=C1)N)C(=O)N[C@@H]1[C@H](C1)C1=CC=CC=C1.[O-]CC.[O-]CC.[O-]CC (R)-3-amino-1-(2-((6-amino-9H-purin-9-yl)methyl)-4-fluoro-3-(morpholinomethyl)phenyl)-N-((1S,2R)-2-phenylcyclopropyl)pyrrolidine-3-carboxamide zirconium(IV) ethoxide